N[C@@H]1CC2=CC=CC=C2C12CCN(CC2)C2=NC(=C(C(=N2)C(=O)N)C2=C(C(=CC=C2)Cl)Cl)C 2-((R)-2-amino-2,3-dihydrospiro[indene-1,4'-piperidin]-1'-yl)-5-(2,3-dichlorophenyl)-6-methylpyrimidine-4-carboxamide